B([O-])([O-])O.C(C=1C(O)=CC=CC1)(=O)O.[I+].[I+].[N+](=O)([O-])C1=CC=C(C=C1)C=1SC2=C(N1)SC=N2 5-(4-nitrophenyl)thiazolo[5,4-d]thiazole diiodine Salicylate borate